(3S)-ethyl 3-(2-(5-(2-(dimethylamino)ethyl)-2-oxo-4-(trifluoromethyl)pyridin-1(2H)-yl)-4-methylpentanamido)-3-(4-fluoro-2',4',5,6'-tetramethylbiphenyl-3-yl)propanoate CN(CCC=1C(=CC(N(C1)C(C(=O)N[C@@H](CC(=O)OCC)C=1C=C(C=C(C1F)C)C1=C(C=C(C=C1C)C)C)CC(C)C)=O)C(F)(F)F)C